CN=CC1=C(C=C(C=C1)C(F)(F)F)O 2-((methylimino)methyl)-5-(trifluoromethyl)phenol